FC=1C=CC2=C(OC3=C(C(=N2)N2CCN(CC2)CC(C(=O)O)(C)C)C=CC(=C3)C)C1 3-(4-(7-fluoro-3-methyldibenzo[b,f][1,4]oxazepin-11-yl)piperazin-1-yl)-2,2-dimethylpropanoic acid